tert-butyl 3-((4-((3,4-dichloro-2-fluorophenyl)amino)-6-nitroquinazolin-7-yl)ethynyl)-3-methylpyrrolidine-1-carboxylate ClC=1C(=C(C=CC1Cl)NC1=NC=NC2=CC(=C(C=C12)[N+](=O)[O-])C#CC1(CN(CC1)C(=O)OC(C)(C)C)C)F